2-methoxy-2-methyl-1-dimethylmethoxysilylmethyl-1-aza-2-silacyclopentane CO[Si]1(N(CCC1)C[Si](OC)(C)C)C